C(C1=CC=CC=C1)N1C(C2=C(C=3C=CC=NC13)CCN(C2)CC2=CC=C(C=C2)C)=O 6-benzyl-3-(4-methylbenzyl)-2,3,4,6-tetrahydropyrido[3,4-c][1,8]naphthyridine-5(1H)-one